(1r,4s)-N-((6-(2-chloro-3-(3-chloro-2-(3-methoxy-4-((((1r,4r)-4-methoxycyclohexyl)amino)methyl)phenyl)pyridin-4-yl)phenyl)-2-methoxypyridin-3-yl)methyl)-4-methoxycyclohexan-1-amine ClC1=C(C=CC=C1C1=C(C(=NC=C1)C1=CC(=C(C=C1)CNC1CCC(CC1)OC)OC)Cl)C1=CC=C(C(=N1)OC)CNC1CCC(CC1)OC